ClC=1N=C(C2=C(N1)C=CS2)N2CCC(CC2)C(=O)NC2=CC=CC=C2 1-(2-chlorothieno[3,2-d]pyrimidin-4-yl)-N-phenylpiperidine-4-carboxamide